BrC=1C=C2C(=NN(C(C2=CC1)=O)CC(=O)N[C@H]1CN(CCC1)C1CC1)OC1CC1 2-(6-bromo-4-cyclopropyloxy-1-oxophthalazin-2-yl)-N-[(3R)-1-cyclopropylpiperidin-3-yl]acetamide